Methyl (((2-benzylcyclopentyl) oxy)carbonyl)-L-leucinate C(C1=CC=CC=C1)C1C(CCC1)OC(=O)N[C@@H](CC(C)C)C(=O)OC